CC(C#N)(C)C1=CC=C(C=C1)NCC#C 2-methyl-2-[p-(2-propynylamino)phenyl]propionitrile